(NE)-N-[(3-Bromo-4-methoxy-phenyl)methylene]-2-methyl-propane-2-sulfinamide BrC=1C=C(C=CC1OC)\C=N\S(=O)C(C)(C)C